CC1=CC=C2CCN(C2=C1)C(=O)C1(CC1)C(=O)O 1-(6-methylindoline-1-carbonyl)cyclopropane-1-carboxylic acid